(R)-N-((2,2-dimethyl-1,3-dioxolan-4-yl)methyl)-2-((2-fluoro-4-iodophenyl)amino)-7-oxo-4,5,6,7-tetrahydrobenzo[b]thiophene-3-carboxamide CC1(OC[C@H](O1)CNC(=O)C=1C2=C(SC1NC1=C(C=C(C=C1)I)F)C(CCC2)=O)C